N-(1-methylpropyl)-cyclohexylamine CC(CC)NC1CCCCC1